5,6-bis(benzyloxy)pyridinecarbaldehyde C(C1=CC=CC=C1)OC=1C=CC(=NC1OCC1=CC=CC=C1)C=O